NC[C@@H]1C[C@H](OC1)C(=O)N1[C@H](C2=CC=CC=C2CC1)C1=CC=C(C=C1)F ((2S,4S)-4-(aminomethyl)tetrahydrofuran-2-yl)((S)-1-(4-fluorophenyl)-3,4-dihydroisoquinolin-2(1H)-yl)methanone